BrC=1C(=C2C(=CC1)C(N(CC21CC1)CC(=O)OC)=O)F methyl 2-(6-bromo-5-fluoro-1-oxo-spiro[3H-isoquinoline-4,1'-cyclopropane]-2-yl)acetate